heptadecan-9-yl (E)-8-((3-((1-(methylamino)-2-nitrovinyl)amino)propyl)(8-(nonyloxy)-8-oxooctyl)amino)octanoate CN/C(=C\[N+](=O)[O-])/NCCCN(CCCCCCCC(=O)OC(CCCCCCCC)CCCCCCCC)CCCCCCCC(=O)OCCCCCCCCC